CNC(CCOCCOCCOCCOCCOCCC)=O N1-methyl-4,7,10,13,16-pentaoxanonadecanamide